OCC(C1=CC=CC=C1)NC(=O)C1=CN(C=C1)C1=NC(=NC=C1C)NC1=CC(=C(C=C1)OC)OCCN1CCN(CC1)C N-(2-hydroxy-1-phenylethyl)-1-(2-((4-methoxy-3-(2-(4-methylpiperazin-1-yl)ethoxy)phenyl)amino)-5-methylpyrimidin-4-yl)-1H-pyrrole-3-carboxamide